3-(4-chlorophenyl)-5-(2,4-dihydroxybenzylidene)-1-methyl-2-selenoxoimidazolidin-4-one ClC1=CC=C(C=C1)N1C(N(C(C1=O)=CC1=C(C=C(C=C1)O)O)C)=[Se]